CC(C1=CC(=CC(=C1)OC)OC)(C)OC(=O)N1CCCCC1 [[(α,α-dimethyl-3,5-dimethoxybenzyl)oxy]carbonyl]piperidine